(2S)-5-[[(1R,2S)-2-(4-Fluorophenyl)cyclopropyl](prop-2-en-1-yl)amino]-1-(3-(dimethylamino)-azetidin-1-yl-1-oxopentan-2-yl)-4-(1H-1,2,3-triazol-1-yl)-benzamide FC1=CC=C(C=C1)[C@H]1[C@@H](C1)N(C=1C(=CCC(C(=O)N)(C1)[C@@H](C=O)CCCN1CC(C1)N(C)C)N1N=NC=C1)CC=C